C(C)OC(C=CC1=CC=CC=C1)=O 3-phenylprop-2-enoic acid ethyl ester